CC(CC=O)(C)NC([O-])=O N-(1,1-dimethyl-3-oxo-propyl)carbamate